CN1N=NC(=C1CNS(=O)(=O)C1=CC=CC=C1)C1=CC=C(OC2CC(CCC2)C(=O)O)C=C1 3-(4-(1-methyl-5-(benzenesulfonylaminomethyl)-1H-1,2,3-triazol-4-yl)phenoxy)cyclohexane-1-carboxylic acid